CC1=NC(=NO1)C1=CC=C2C=CN=C(C2=C1)NCCN1CC=2N(CC1)C=C(C2)C(=O)[O-] 2-(2-((7-(5-methyl-1,2,4-oxadiazol-3-yl) isoquinolin-1-yl) amino) ethyl)-1,2,3,4-tetrahydropyrrolo[1,2-a]pyrazine-7-carboxylate